C(C)(C)(C)OC(=O)N1CCN(CC1)C1=NC=C(C=C1)CCCO 4-(5-(3-hydroxypropyl)pyridin-2-yl)piperazine-1-carboxylic acid tert-butyl ester